CC=1C=NC2=C(C=CC=C2C1)O 3-methylquinoline-8-ol